C(C)OC1=NC=CC=C1C1=CC(=C2C(=N1)C(=NN2C(C)C)C)NCC2=CC(N(C=C2)C)=O 4-[[[5-(2-ethoxy-3-pyridinyl)-1-isopropyl-3-methyl-pyrazolo[4,3-b]pyridin-7-yl]amino]methyl]-1-methyl-pyridin-2-one